(1-(2-(2-((tert-butoxycarbonyl)amino)ethoxy)ethyl)-5-(di-tert-butylfluorosilyl)-1H-pyrazol-3-yl)glycine C(C)(C)(C)OC(=O)NCCOCCN1N=C(C=C1[Si](F)(C(C)(C)C)C(C)(C)C)NCC(=O)O